O1CCC(CC1)C=1C=C(N)C=CC1 3-(tetrahydro-2H-pyran-4-yl)aniline